O[C@@H](C(=O)O)CC1=CC=C(C=C1)O (2R)-2-hydroxy-3-(4-hydroxyphenyl)propionic acid